Tert-butyl (S)-5-amino-4-(4-((4-((R)-1-(4-cyclopropylpiperazin-1-yl)ethyl)benzyl)oxy)-1-oxoisoindolin-2-yl)-5-oxopentanoate NC([C@H](CCC(=O)OC(C)(C)C)N1C(C2=CC=CC(=C2C1)OCC1=CC=C(C=C1)[C@@H](C)N1CCN(CC1)C1CC1)=O)=O